S1C=2N(C=C1)C=CN2 imidazo[2,1-b][1,3]thiazole